bis(2-hydroxypropyl)adipamide OC(CC(C(=O)N)(CCCC(=O)N)CC(C)O)C